2-bromo-N,N-dimethylethylamine BrCCN(C)C